3-chloro-5,6,7,8-tetrahydronaphthalene-1-carboxylic acid ClC=1C=C(C=2CCCCC2C1)C(=O)O